1-ethyl-5-(1H-1,2,4-triazol-3-yl)-1H-benzo[d]imidazole C(C)N1C=NC2=C1C=CC(=C2)C2=NNC=N2